1-(3,4-dichlorophenyl)-3-pyrrolidinecarboxamide ClC=1C=C(C=CC1Cl)N1CC(CC1)C(=O)N